Cl.BrC1=C(C(=C(OCCN2CCN(CC2)C)C=C1)Cl)C 1-[2-(4-bromo-2-chloro-3-methylphenoxy)ethyl]-4-methylpiperazine monohydrochloride